C(C)OC(=O)C1=NN(N=C1C1=CC=C(C=C1)C1=CC=C(C=C1)C(N)=O)COCC[Si](C)(C)C.C(CCC)P(C12CC3CC(CC(C1)C3)C2)C23CC1CC(CC(C2)C1)C3 butyl-[di(tricyclo[3.3.1.13,7]decan-1-yl)]phosphane ethyl-5-(4'-carbamoyl-[1,1'-biphenyl]-4-yl)-2-((2-(trimethylsilyl)ethoxy)methyl)-2H-1,2,3-triazole-4-carboxylate